2-fluoro-N1-(2-(3-((2-methoxy-4-(methyl-sulfonyl)phenyl)amino)prop-1-yn-1-yl)-1-(2,2,2-trifluoroethyl)-1H-indol-4-yl)cyclohexane-1,4-diamine FC1C(CCC(C1)N)NC1=C2C=C(N(C2=CC=C1)CC(F)(F)F)C#CCNC1=C(C=C(C=C1)S(=O)(=O)C)OC